COC1=CC=C(C=C1)C1=CN=C2N1C=CN=C2NC2=CC(=C(C(=O)NCCOCCN1CCOCC1)C=C2)C 4-[[3-(4-methoxyphenyl)imidazo[1,2-a]pyrazin-8-yl]amino]-2-methyl-N-[2-(2-morpholin-4-ylethoxy)ethyl]benzamide